ClC1=C(C=C(N)C=C1C=1N=C2C3=C(N=C(C(=C3C1F)C)C)N1[C@H]([C@@H](O2)C)[C@@H]2CC[C@H](C1)N2)F 4-chloro-3-fluoro-5-((5S,5aS,6S,9R)-1-fluoro-5,13,14-trimethyl-5a,6,7,8,9,10-hexahydro-5H-6,9-epiminoazepino[2',1':3,4][1,4]oxazepino[5,6,7-ij][2,7]naphthyridin-2-yl)aniline